OC1C[C@H](N(C1)C(=O)OC(C)(C)C)C(=O)OC 1-(tert-butyl) 2-methyl (2S)-4-hydroxypyrrolidine-1,2-dicarboxylate